BrC1=CC(=C(C=C1)C(C)=O)N1N=C(C=C1C(F)F)C 1-[4-bromo-2-[5-(difluoromethyl)-3-methyl-pyrazol-1-yl]phenyl]ethanone